C(#N)C(NC(=O)[C@@H]1[C@H]2[C@H]3C=C[C@@H]([C@H]2CN1C([C@H](C(C)(C)C)NC(C(F)(F)F)=O)=O)C3)C3=NNC=N3 (1R,2S,3S,6R,7S)-N-[cyano(1H-1,2,4-triazol-3-yl)methyl]-4-[(2S)-3,3-dimethyl-2-(2,2,2-trifluoroacetamido)butanoyl]-4-azatricyclo[5.2.1.0^{2,6}]dec-8-ene-3-carboxamide